(4-fluoro-2-methyl-3-(3-(1-methyl-1H-pyrazol-4-yl)-1H-pyrazolo[3,4-c]pyridin-5-yl)benzyl)propan-2-amine FC1=C(C(=C(CCC(C)N)C=C1)C)C=1C=C2C(=CN1)NN=C2C=2C=NN(C2)C